ClC=1C=C2C=3CCN([C@@H](C3NC2=CC1)C1=CC=C(C=C1)C)C(CCC1=CC=CC=C1)=O (1R)-6-chloro-1-(4-methylphenyl)-2-(3-phenylpropanoyl)-2,3,4,9-tetrahydro-1H-β-carboline